2-((S)-4-(7-(8-chloro-7-fluoronaphthalen-1-yl)-2-(((S)-1-methylpyrrolidin-2-yl)methoxy)pyridino[2,3-d]pyrimidin-4-yl)-1-(2-fluoroacryloyl)piperazin-2-yl)acetonitrile ClC=1C(=CC=C2C=CC=C(C12)C=1C=CC2=C(N=C(N=C2N2C[C@@H](N(CC2)C(C(=C)F)=O)CC#N)OC[C@H]2N(CCC2)C)N1)F